(chloromethyl)-1-methylpiperidine hydrochloride Cl.ClCC1N(CCCC1)C